C(CCCCCCC\C=C/CCCCCCCC)OOC[C@@H](OOCCCCCCCC\C=C/CCCCCCCC)COP(=O)(O)O.FC(C=1N=CC(=NC1)C(C)NC[C@H](C)O)(F)F (2S)-1-((1-(5-(Trifluoromethyl)pyrazin-2-yl)ethyl)amino)propan-2-ol 1,2-dioleyloxy-sn-glycero-3-phosphate